1,5-naphthalenedicarboxylic acid chloride C1(=CC=CC=2C(=CC=CC12)C(=O)Cl)C(=O)Cl